C(C)C1=CC=C(C=C1)\C=C/C1=CC=C(C=C1)C (Z)-1-ethyl-4-(4-methylstyryl)benzene